C1(CC1)N(C(OC(C)(C)C)=O)C1CNCC1 tert-butyl N-cyclopropyl-N-(pyrrolidin-3-yl)carbamate